(2s,4r)-4-(5-(benzyloxy)-2-methylbenzofuran-3-carboxamido)pyrrolidine-2-carboxamide C(C1=CC=CC=C1)OC=1C=CC2=C(C(=C(O2)C)C(=O)N[C@@H]2C[C@H](NC2)C(=O)N)C1